FC(C1(COC1)C(C)(C)S(=O)N)(F)F 2-(3-(trifluoromethyl)oxetan-3-yl)propane-2-sulfinamide